C1(CCCC1)NC1=C(C(=C2N(C(CN(S2(=O)=O)CC(C)C)C(=O)O)C1=O)C1=CC(=CC=C1)C(F)(F)F)CC1=CC=CC2=CC=CC=C12 7-(cyclopentylamino)-2-isobutyl-8-(naphthalen-1-ylmethyl)-6-oxo-9-(3-(trifluoromethyl)phenyl)-3,4-dihydro-2H,6H-pyrido[1,2-e][1,2,5]thiadiazine-4-carboxylic acid 1,1-dioxide